2-chloro-5-(1-(tetrahydro-4H-pyran-4-ylidene)ethyl)pyridine ClC1=NC=C(C=C1)C(C)=C1CCOCC1